C(C)(C)OC1N(N(C2=CC=C(C=C12)SCC1=CC=C(C=C1)OC)C1=CC=C(C=C1)C(F)(F)F)[2H] 3-Isopropoxy-5-((4-methoxybenzyl)thio)-1-(4-(trifluoromethyl)phenyl)-1H-indazole-2-d